[1,3,5]Thiadiazine S1CN=CN=C1